C1CC[In]CC1.O S-indanol